ClC=1C=C(C=CC1F)NC(N(C)[C@@H](C)C1=CN=C(C2=CC=CC=C12)OC)=O (S)-3-(3-chloro-4-fluorophenyl)-1-(1-(1-methoxyisoquinolin-4-yl)ethyl)-1-methylurea